ethyl (S)-3-((tert-butyldiphenylsilyl)oxy)-4-iodobutanoate [Si](C1=CC=CC=C1)(C1=CC=CC=C1)(C(C)(C)C)O[C@@H](CC(=O)OCC)CI